6-allyl-6H-indole C(C=C)C1C=CC2=CC=NC2=C1